tert-butyl (2S)-1-[3-cyano-6-methyl-4-(trifluoromethyl)-2-pyridyl]pyrrolidine-2-carboxylate C(#N)C=1C(=NC(=CC1C(F)(F)F)C)N1[C@@H](CCC1)C(=O)OC(C)(C)C